N-(tert-butoxycarbonyl)-L-valyl-N-[4-({[(4-nitrophenoxy)carbonyl]oxy}methyl)phenyl]-L-alaninamide C(C)(C)(C)OC(=O)N[C@@H](C(C)C)C(=O)N[C@@H](C)C(=O)NC1=CC=C(C=C1)COC(=O)OC1=CC=C(C=C1)[N+](=O)[O-]